2-({[5-(4-aminoquinazolin-6-yl)thiophen-2-yl]methyl}amino)-N3-(3,4-difluorobenzyl)-N5-[3-(dimethylamino)propyl]pyridine-3,5-dicarboxamide NC1=NC=NC2=CC=C(C=C12)C1=CC=C(S1)CNC1=NC=C(C=C1C(=O)NCC1=CC(=C(C=C1)F)F)C(=O)NCCCN(C)C